C(#N)C1=C(C=C(C=C1)[C@]1(O)[C@H](O)[C@@H](O)[C@H](O)[C@H](O1)CO)CC1=CC=C(C=C1)C1CC1 1-Cyano-2-(4-cyclopropylbenzyl)-4-(β-D-glucopyranos-1-yl)benzol